trans-8-((4-((cyclobutylmethyl)(2-(difluoromethyl)-4-fluorophenyl)amino)cyclohexyl)(methyl)amino)-5-methyl-6-oxo-5,6-dihydro-1,5-naphthyridine-2,7-dicarbonitrile C1(CCC1)CN([C@@H]1CC[C@H](CC1)N(C1=C(C(N(C=2C=CC(=NC12)C#N)C)=O)C#N)C)C1=C(C=C(C=C1)F)C(F)F